2-methoxy-1,4-dimethylbenzene COC1=C(C=CC(=C1)C)C